methyl N-(N-((S)-1-benzylaziridine-2-carbonyl)-N-methylglycyl)-N-methyl-L-valinate C(C1=CC=CC=C1)[N@@]1C(C1)C(=O)N(CC(=O)N([C@@H](C(C)C)C(=O)OC)C)C